(Z)-8-Nonadienal C=C\C=C/CCCC(C)=O